tert-butyl (S)-2-oxo-5-(5,6,7,8-tetrahydro-[1,2,4]triazolo[4,3-a]pyrazine-7-carbonyl)pyrrolidine-1-carboxylate O=C1N([C@@H](CC1)C(=O)N1CC=2N(CC1)C=NN2)C(=O)OC(C)(C)C